C(#N)C=1C=C(C=CC1)C=1N=C(SC1C=1C=C2C(=NC=NC2=CC1)C)NC(=O)N1CCNCCC1 N-[4-(3-cyanophenyl)-5-(4-methyl-quinazolin-6-yl)thiazol-2-yl]-1,4-diazacycloheptane-1-carboxamide